(3-methoxyl-1,2,4-Thiadiazol-5-yl) phenylcarbamate C1(=CC=CC=C1)NC(OC1=NC(=NS1)OC)=O